FC=1C=C(C=C2C(=NN(C12)C1OCCCC1)C1=CC(=CC=C1)CO)O[C@@H](CCNC(OCC1=CC=CC=C1)=O)C Benzyl N-[(3R)-3-[7-fluoro-3-[3-(hydroxymethyl) phenyl]-1-tetrahydropyran-2-yl-indazol-5-yl]oxybutyl]carbamate